NC1=C(C=CC=C1)NS(=O)(=O)C1CC1 N-(2-aminophenyl)cyclopropanesulfonamide